BrC1=CC(=C(C=C1)S)F 4-bromo-2-fluorobenzenethiol